methanesulfonic acid (1r,4r)-4-phenylcyclohexyl ester C1(=CC=CC=C1)C1CCC(CC1)OS(=O)(=O)C